2-(3-bromophenyl)-5-fluoro-6-methyl-2,3-dihydrobenzofuran BrC=1C=C(C=CC1)C1OC2=C(C1)C=C(C(=C2)C)F